BrC1=CC=CC(=N1)N1C[C@@H](O[C@@H](C1)C)C (2S,6R)-4-(6-bromopyridin-2-yl)-2,6-dimethylmorpholine